FC(C(=O)O)(C1=NC=C(C=C1)F)F 2,2-difluoro-2-(5-fluoropyridin-2-yl)acetic acid